NC1=NC=CC(=C1)C=1C=C2C(=NNC2=C(C1)C1=C(C=CC=C1)Cl)N 5-(2-aminopyridin-4-yl)-7-(2-chlorophenyl)-1H-indazol-3-amine